C[C@H]1CN(C[C@H](N1C)C)C1=CC=C(C=N1)C1=CC=CC=2N1C1=C(N2)C=CC(=C1)N1CCOCC1 1-(6-((3S,5R)-3,4,5-trimethylpiperazin-1-yl)pyridin-3-yl)-8-morpholinobenzo[4,5]imidazo[1,2-a]pyridine